(3-methyl-4-phenethylpiperazin-1-yl)(naphthalen-1-yl)methanone di((Z)-non-2-en-1-yl) 8,8'-((3-aminopropyl)azanediyl)bis(7-((tert-butyldimethylsilyl)oxy) octanoate) NCCCN(CC(CCCCCC(=O)OC\C=C/CCCCCC)O[Si](C)(C)C(C)(C)C)CC(CCCCCC(=O)OC\C=C/CCCCCC)O[Si](C)(C)C(C)(C)C.CC1CN(CCN1CCC1=CC=CC=C1)C(=O)C1=CC=CC2=CC=CC=C12